pyridinium pyridinium [NH+]1=CC=CC=C1.[NH+]1=CC=CC=C1